tert-butyl 2-(2-(4-(4-(difluoromethyl) piperidin-1-yl)-3-(1-(2,2,2-trifluoroethyl)-1H-indazole-3-carboxamido) benzamido)-5-fluorophenyl)acetate FC(C1CCN(CC1)C1=C(C=C(C(=O)NC2=C(C=C(C=C2)F)CC(=O)OC(C)(C)C)C=C1)NC(=O)C1=NN(C2=CC=CC=C12)CC(F)(F)F)F